CN(C)CC1CN(C1)C=1C(=C(N)C=CC1)[N+](=O)[O-] 3-(3-((dimethylamino)methyl)azetidin-1-yl)-2-nitroaniline